2-(4-(1-carboxyethyl)benzyl)adipic acid C(=O)(O)C(C)C1=CC=C(CC(C(=O)O)CCCC(=O)O)C=C1